N-(4-methylsulfanyl-6-phenyl-pyrimidin-2-yl)benzenesulfonamide CSC1=NC(=NC(=C1)C1=CC=CC=C1)NS(=O)(=O)C1=CC=CC=C1